Ethyl (S)-1-(1-(tert-butoxycarbonyl) pyrrolidin-3-yl)-3-((3,5-dimethoxyphenyl) ethynyl)-1H-pyrazole-4-carboxylate C(C)(C)(C)OC(=O)N1C[C@H](CC1)N1N=C(C(=C1)C(=O)OCC)C#CC1=CC(=CC(=C1)OC)OC